FC=1C=C(C=NC1OC)CC1=NC=CC(=C1)N1N=CC=2C(NCCC21)=O 1-(2-((5-fluoro-6-methoxypyridin-3-yl)methyl)pyridin-4-yl)-1,5,6,7-tetrahydro-4H-pyrazolo[4,3-c]pyridin-4-one